7-((tert-butyldiphenylsilyl)oxy)-2,4-dioxo-5-phenylheptanoic acid ethyl ester C(C)OC(C(CC(C(CCO[Si](C1=CC=CC=C1)(C1=CC=CC=C1)C(C)(C)C)C1=CC=CC=C1)=O)=O)=O